4-(6,7-Dihydrothieno[3,2-C]pyridin-5(4H)-yl)-N-(4-fluoro-2-methoxy-5-nitrophenyl)pyrimidin-2-amine S1C=CC=2CN(CCC21)C2=NC(=NC=C2)NC2=C(C=C(C(=C2)[N+](=O)[O-])F)OC